Chloro-4-((4-(5-(dimethylphosphoryl)-1-methyl-1H-pyrazol-3-yl)-3-methoxypyridin-2-yl)amino)pyridazine-3-carboxamide ClC=1C(=C(N=NC1)C(=O)N)NC1=NC=CC(=C1OC)C1=NN(C(=C1)P(=O)(C)C)C